(R)-4-((4-(benzylamino)pyrimidin-2-yl)amino)-2-fluoro-N-(8-methylisoquinolin-1-yl)-N-(piperidin-3-yl)benzamide hydrochloride Cl.C(C1=CC=CC=C1)NC1=NC(=NC=C1)NC1=CC(=C(C(=O)N([C@H]2CNCCC2)C2=NC=CC3=CC=CC(=C23)C)C=C1)F